4-[(3-{8-bromo-3-[(trifluoromethyl)sulfanyl]imidazo[1,2-a]pyridin-2-yl}prop-2-yn-1-yl)amino]-3-methoxy-N-methylbenzamide BrC=1C=2N(C=CC1)C(=C(N2)C#CCNC2=C(C=C(C(=O)NC)C=C2)OC)SC(F)(F)F